CN(C1=NNC2=NC=C(C=C21)OC=2C(=C1C(=NC2)N=C(N1C)NC=1C(N(C=C(C1)C(F)(F)F)C)=O)C#N)C 6-((3-(dimethylamino)-1H-pyrazolo[3,4-b]pyridin-5-yl)oxy)-1-methyl-2-((1-methyl-2-oxo-5-(trifluoromethyl)-1,2-dihydropyridin-3-yl)amino)-1H-imidazo[4,5-b]pyridine-7-carbonitrile